ClC1=NC=C(C(=N1)C1N(C2=CC=CC=C2C1)S(=O)(=O)C)Cl (2,5-dichloropyrimidin-4-yl)-1-(methylsulfonyl)Indolin